5-cyano-N-(4-(4-methylpiperazin-1-yl)-2-(4-methylpiperidin-1-yl)phenyl)furan-2-carboxamide C(#N)C1=CC=C(O1)C(=O)NC1=C(C=C(C=C1)N1CCN(CC1)C)N1CCC(CC1)C